N-(2-Fluorophenyl)-6-(trifluoromethyl)-5,6-dihydroindazolo[3,2-a]isoquinolin-6-amine FC1=C(C=CC=C1)NC1(N2C(C=3C=CC=CC3C1)=C1C=CC=CC1=N2)C(F)(F)F